(2s,6s)-tert-butyl 2-((benzyloxy) methyl)-6-methylmorpholine-4-carboxylate C(C1=CC=CC=C1)OC[C@@H]1CN(C[C@@H](O1)C)C(=O)OC(C)(C)C